6-[(2S)-2-aminopropyl]-2-chloro-5-fluoro-N-[(2-fluorophenyl)methyl]-7-methyl-7H-pyrrolo[2,3-d]pyrimidin-4-amine hydrochloride Cl.N[C@H](CC1=C(C2=C(N=C(N=C2NCC2=C(C=CC=C2)F)Cl)N1C)F)C